ClC1=CC(=C2C(=N1)N=CN2)Cl 5,7-dichloroimidazo[4,5-b]pyridine